N-(3-(3-(3-(3-chloro-2-fluorophenoxy)phenyl)-2-oxo-2,3-dihydro-1H-imidazo[4,5-c]pyridin-1-yl)phenyl)acrylamide ClC=1C(=C(OC=2C=C(C=CC2)N2C(N(C3=C2C=NC=C3)C=3C=C(C=CC3)NC(C=C)=O)=O)C=CC1)F